(S)-Neopentyl 2-((tert-butoxycarbonyl)amino)propanoate C(C)(C)(C)OC(=O)N[C@H](C(=O)OCC(C)(C)C)C